4-(dimethylamino)piperidinium CN(C1CC[NH2+]CC1)C